C(C)(=O)N1CCC(CC1)NC1=CC(=NC(=N1)C1=CC=CC=C1)C(=O)O 6-((1-acetylpiperidin-4-yl)amino)-2-phenylpyrimidine-4-carboxylic acid